NC1=C(C2=C(S1)C(=CC=C2C2=C1C(=CN3C1=C(C=C2F)C(N2C(CC3)CNCC2)=O)Cl)F)C#N 2-Amino-4-(4-chloro-2-fluoro-14-oxo-8,8a,9,10,11,12-hexahydro-7H,14H-pyrazino[1',2':5,6][1,5]diazocino[3,2,1-hi]indol-3-yl)-7-fluorobenzo[b]thiophene-3-carbonitrile